(S)-2-amino-5-oxo-5-(pyrrolidin-1-yl)pentanoic acid N[C@H](C(=O)O)CCC(N1CCCC1)=O